COC1=C(C=C(C=N1)C=1C=NC=C(C1)C=1CB(OC1)O)OCCC 4-(6'-methoxy-5'-propoxy-[3,3'-bipyridin]-5-yl)-1,2-oxaborol-2-ol